8-[(4-Cyano-piperidin-4-ylmethyl)-amino]-3-methyl-6-pyridin-4-yl-imidazo[1,2-a]pyrazine-2-carboxylic acid methylamide CNC(=O)C=1N=C2N(C=C(N=C2NCC2(CCNCC2)C#N)C2=CC=NC=C2)C1C